4-(2-(Diethylamino)ethoxy)-N-(7-fluoro-4-oxo-3,4-dihydrophthalazin-1-yl)benzamide C(C)N(CCOC1=CC=C(C(=O)NC2=NNC(C3=CC=C(C=C23)F)=O)C=C1)CC